Methyl 1-[[4-(dimethylamino)-1-naphthyl] sulfonyl]aziridine-2-carboxylate CN(C1=CC=C(C2=CC=CC=C12)S(=O)(=O)N1C(C1)C(=O)OC)C